(R)-2-(7-Chloro-4-oxopyrido[3,2-d]pyrimidin-3(4H)-yl)-N-(4-(1-methyl-1H-pyrazol-5-yl)phenyl)propanamide ClC1=CC=2N=CN(C(C2N=C1)=O)[C@@H](C(=O)NC1=CC=C(C=C1)C1=CC=NN1C)C